(S)-N-(5-(2-amino-[1,2,4]triazolo[1,5-a]pyridin-6-yl)-4-fluoro-2-methylphenyl)-3-phenylisoxazolidine NC1=NN2C(C=CC(=C2)C=2C(=CC(=C(C2)N2OCC[C@H]2C2=CC=CC=C2)C)F)=N1